3-fluoro-2-(3-methoxyazetidin-1-yl)pyridine FC=1C(=NC=CC1)N1CC(C1)OC